CS(=O)(=O)C=1NC=C(N1)C(=O)N1CC2=CC(=CC=C2CC1)C1=CC=C(C=C1)C(F)(F)F (2-(methylsulfonyl)-1H-imidazol-4-yl)(7-(4-(trifluoromethyl)phenyl)-3,4-dihydroisoquinolin-2(1H)-yl)methanone